BrC=1C=C(C(=C(C1)C(C)=O)C)C(F)F 1-[5-bromo-3-(difluoromethyl)-2-methyl-phenyl]ethanone